C(C)(=O)C1(CC1)NC(C1=C(C=CC=C1)OC)=O N-(1-acetylcyclopropyl)-2-methoxybenzamide